3,4-dimethoxybicyclo[4.2.0]octa-1,2,5-trien-7-one COC1=C=C2CC(C2=CC1OC)=O